6-(2-chloro-4-(7-cyclopropoxy-2-methyl-2H-indazol-4-yl)-6-fluorobenzyl)-6,7-dihydro-5H-pyrrolo[3,4-b]pyridin-5-one-7,7-d2 ClC1=C(CN2C(C3=NC=CC=C3C2=O)([2H])[2H])C(=CC(=C1)C=1C2=CN(N=C2C(=CC1)OC1CC1)C)F